C(N)(=O)[C@H]1N(CCC1)C=1C2=C(N=C(N1)Cl)CN(CC2)C(=O)OC(C)(C)C (S)-tert-butyl 4-(2-carbamoyl pyrrolidin-1-yl)-2-chloro-5,6-dihydropyrido[3,4-d]pyrimidine-7(8H)-carboxylate